ClC1=CC2=C(C3C(O2)OC(=C3SC)C3=CC=CC=C3)C=C1 6-chloro-3-(methylsulfanyl)-2-phenyl-3a,8a-dihydrofuro[2,3-b]benzofuran